6-trifluoromethyl-1,2,4-triazin-3-carboxamide FC(C1=CN=C(N=N1)C(=O)N)(F)F